ClCCCC(=O)OCC1=CC=C(C=C1)C1=CC(=CC(=C1)CCCCCCCCCCCCCCC)OCCCCCCCCCC (3'-(decyloxy)-5'-pentadecyl-[1,1'-biphenyl]-4-yl)methyl 4-chlorobutanoate